ClC=1C=C(C=CC1)SC=1N=NC(=C(C1C#N)C)C 3-[(3-Chlorophenyl)sulfanyl]-5,6-dimethylpyridazine-4-carbonitrile